(Z)-3-(5-(3,5-bis(trifluoromethyl)phenyl)-4H-1,2,4-triazol-3-yl)-1-(3,3-difluoroazetidin-1-yl)prop-2-en-1-one FC(C=1C=C(C=C(C1)C(F)(F)F)C=1NC(=NN1)\C=C/C(=O)N1CC(C1)(F)F)(F)F